FC1=C2C=NNC2=CC=C1C(=O)N[C@H]1C[C@H](CCC1)NC1=CC(=NC2=CC=CC=C12)C(F)(F)F 4-fluoro-N-[(1R,3S)-3-{[2-(trifluoromethyl)quinolin-4-yl]amino}cyclohexyl]-1H-indazole-5-carboxamide